5-[4-(5-Fluoro-6-methylpyridin-3-yl)-3-(trifluoromethyl)phenyl]-3,6-dihydro-2H-1,3,4-oxadiazin-2-one FC=1C=C(C=NC1C)C1=C(C=C(C=C1)C1=NNC(OC1)=O)C(F)(F)F